FC1(C(C(=C(C(=C1)F)F)F)F)C1=NS(OC1)(=O)=O 4-(1,2,3,4,5-pentafluorophenyl)-5H-[1,2,3]oxathiazole 2,2-dioxide